OC=1C=C(C(=CC1)O)C=1C(=CC=C(C1)O)O 4,4'-dihydroxy-biphenol